NC=1C(=NC=C(C1)N1CCOCC1)C(=O)N 3-amino-5-morpholinopicolinamide